tert-butyl (6-(5-(1-cyanocyclopropyl)pyridin-2-yl)thiazolo[4,5-b]pyridin-2-yl)carbamate C(#N)C1(CC1)C=1C=CC(=NC1)C=1C=C2C(=NC1)N=C(S2)NC(OC(C)(C)C)=O